COC=1C=C2C(=[N+](C1)[O-])CN(C2)C(=O)OC methyl 3-methoxy-1-oxido-5,7-dihydropyrrolo[3,4-b]pyridin-1-ium-6-carboxylate